7-bromo-2-chloro-N,N-di(4-methoxybenzyl)imidazo[2,1-f][1,2,4]Triazin-4-amine BrC1=CN=C2C(=NC(=NN21)Cl)N(CC2=CC=C(C=C2)OC)CC2=CC=C(C=C2)OC